tert-butyl 4-(4-((6-nitropyridin-2-yl)amino)-4-oxobutyl)piperidine-1-carboxylate [N+](=O)([O-])C1=CC=CC(=N1)NC(CCCC1CCN(CC1)C(=O)OC(C)(C)C)=O